2-(1-cyclopropyl-1H-pyrazol-4-yl)-4-(5-(2,4-difluorophenyl)-2,3-dimethylpyrido[3,4-b]pyrazin-7-yl)-6-methylmorpholine C1(CC1)N1N=CC(=C1)C1CN(CC(O1)C)C1=CC=2C(=NC(=C(N2)C)C)C(=N1)C1=C(C=C(C=C1)F)F